3-chloro-5-[(2S)-1-hydroxy-3-[(3S,4S)-3-[(4-methanesulfonylphenoxy)methyl]-4-methylpyrrolidin-1-yl]propan-2-yl]benzonitrile ClC=1C=C(C#N)C=C(C1)[C@H](CO)CN1C[C@H]([C@@H](C1)C)COC1=CC=C(C=C1)S(=O)(=O)C